FC=1C=2N(C=CC1)N=C(C2)[C@H]2N(CCC1=C2N=CN1)C(=O)C=1C=NN2C1C=CC(=C2)C2=NC=CC=C2 (S)-(4-(4-fluoropyrazolo[1,5-a]pyridin-2-yl)-6,7-dihydro-1H-imidazo[4,5-c]pyridin-5(4H)-yl)(6-(pyridin-2-yl)pyrazolo[1,5-a]pyridin-3-yl)methanone